ClC=1C(=C(C=CC1)C=1C=C2C(=C(C=NC2=CC1)C1=CC(=CC(=C1)F)F)N1CCC(CC1)N)C=NO 1-(6-{3-chloro-2-[(hydroxyimino)methyl]phenyl}-3-(3,5-difluorophenyl)quinolin-4-yl)piperidin-4-amine